C1=C(C(=CC2=CC=CC=C12)C(=O)[O-])C(=O)[O-].[Ce+3].C1=C(C(=CC2=CC=CC=C12)C(=O)[O-])C(=O)[O-].C1=C(C(=CC2=CC=CC=C12)C(=O)[O-])C(=O)[O-].[Ce+3] Cerium 2,3-naphthalenedicarboxylate